N-(4-(chlorodifluoromethoxy)phenyl)-1-cyclopropyl-7-(4-fluoro-1H-pyrazol-5-yl)-1H-benzo[d]Imidazole-5-carboxamide ClC(OC1=CC=C(C=C1)NC(=O)C1=CC2=C(N(C=N2)C2CC2)C(=C1)C1=C(C=NN1)F)(F)F